COC=1C=C(C=C(C1)OC)C=1C=CC2=C(C=3CN(C(C3C=C2)=O)CC(C(=O)N)=C)C1 2-{[8-(3,5-dimethoxyphenyl)-3-oxo-1H,2H,3H-benzo[e]isoindol-2-yl]methyl}prop-2-enamide